methyl-1,3-benzoxazole-5-carboxylate COC(=O)C=1C=CC2=C(N=CO2)C1